ClC1=CC(=C(C=C1)C1OC2=C(O1)C=CC=C2C2CCN(CC2)C(=O)OC(C)(C)C)F Tert-Butyl 4-[2-(4-chloro-2-fluorophenyl)-1,3-benzodioxol-4-yl]piperidine-1-carboxylate